COC(=O)C1=C(O[Al](OC2=C(C=C(C=C2)C)C(=O)OC)OC2=C(C=C(C=C2)C)C(=O)OC)C=CC(=C1)C tris[2-(methoxycarbonyl)-4-methylphenoxy]aluminum